4-formyl-7-bromo-2-octyl-benzotriazole C(=O)C1=CC=C(C2=NN(N=C21)CCCCCCCC)Br